C(C)[NH+](CC)CC.O=C(CCCC(=O)[O-])C 5-oxohexanoic acid triethylammonium salt